amino-4-chloro-N-(3,4-dihydroxyphenyl)-4''-sulfamoyl-[1,1':3',1''-terphenyl]-5'-carboxamide NC1=C(C=CC(=C1)Cl)C1=CC(=CC(=C1)C(=O)NC1=CC(=C(C=C1)O)O)C1=CC=C(C=C1)S(N)(=O)=O